Pyridine-15N C1=CC=[15N]C=C1